C1(C(CCC=CCC1)O)O 5-cyclooctene-1,2-diol